6-nitro-2,4(1H,3H)-quinazolinedione [N+](=O)([O-])C=1C=C2C(NC(NC2=CC1)=O)=O